2-((S)-4-{7-(3-hydroxynaphthalen-1-yl)-2-[((S)-1-methylpyrrolidin-2-yl)methoxy]-5,6,7,8-tetrahydropyrido[3,4-d]pyrimidin-4-yl}piperazin-2-yl)acetonitrile OC=1C=C(C2=CC=CC=C2C1)N1CC=2N=C(N=C(C2CC1)N1C[C@@H](NCC1)CC#N)OC[C@H]1N(CCC1)C